1-cyclopentyl-3-methyl-7-(1-((methylsulfonyl)methyl)-1H-pyrazol-4-yl)-8-phenyl-3,6-dihydroimidazo[4,5-d]pyrrolo[2,3-b]pyridin-2(1H)-one C1(CCCC1)N1C(N(C=2C1=C1C(=NC2)NC(=C1C1=CC=CC=C1)C=1C=NN(C1)CS(=O)(=O)C)C)=O